ClC1=CC=C(C=C1)[C@]1(CC[C@H]2N(CCN(C2)C(=O)C2=C(C(=CC=C2)N2CC(C2)(C)O)Cl)C1)O [(7S,9aR)-7-(4-chlorophenyl)-7-hydroxy-3,4,6,8,9,9a-hexahydro-1H-pyrido[1,2-a]pyrazin-2-yl]-[2-chloro-3-(3-hydroxy-3-methylazetidin-1-yl)phenyl]methanone